FC1=C(C=CC2=C1O[C@@H]1[C@H](CC2)[C@H]([C@@H](C1)O)\C=C\C(C(C)C1=CC=C(C=C1)F)O)C(=O)O (1R,2R,3aS,10aR)-5-fluoro-1-[(1E,3ξ)-4-(4-fluorophenyl)-3-hydroxy-1-penten-1-yl]-2-hydroxy-2,3,3a,9,10,10a-hexahydro-1H-benzo[b]cyclopenta[f]oxepin-6-carboxylic acid